C(C)(C)(C)OC(=O)N1CC(C1)N(C)S(=O)(=O)Cl 3-((chlorosulfonyl)(methyl)amino)azetidine-1-carboxylic acid tert-butyl ester